(R)-4-((1-(3-(difluoromethyl)-2-fluorophenyl)ethyl)amino)-6-(1-(fluoromethyl)cyclopropyl)-8-(3-methoxyoxetan-3-yl)-2-methylpyrido[4,3-d]pyrimidine-7(6H)-one FC(C=1C(=C(C=CC1)[C@@H](C)NC=1C=2C(N=C(N1)C)=C(C(N(C2)C2(CC2)CF)=O)C2(COC2)OC)F)F